8-oxa-2,5-diazaspiro[3.5]nonan-6-one C1NCC12NC(COC2)=O